NC(C(=O)NC1=CC=C(CCN(C(CCC(CCC(=O)N(C)CCOC2=CC=C(C(=O)NCC=3C=CC(=C(C(=O)O)C3)F)C=C2)(C)C)=O)C)C=C1)CC(C)(C)C 5-((4-(2-(7-((4-(2-amino-4,4-dimethylpentanamido)phenethyl)(methyl)amino)-N,4,4-trimethyl-7-oxoheptanamido)ethoxy)benzamido)methyl)-2-fluorobenzoic acid